CC=1C(=C(C(OC1)C#N)C#N)C dimethyldicyanopyran